COC(C1=CC(=CC=C1)N1C(OC(=N1)C(F)F)=O)=O 3-(5-(difluoromethyl)-2-oxo-1,3,4-oxadiazole-3(2H)-yl)benzoic acid methyl ester